CC1(C(OB(O1)C=1C=CC2=C(COC(N2)=O)C1)(C)C)C 6-(tetramethyl-1,3,2-dioxaborolan-2-yl)-2,4-dihydro-1H-3,1-benzoxazin-2-one